[1-methyl-2-(3-pyridyl)propyl] (2S)-2-[(3-hydroxy-4-methoxy-pyridine-2-carbonyl) amino]propanoate OC=1C(=NC=CC1OC)C(=O)N[C@H](C(=O)OC(C(C)C=1C=NC=CC1)C)C